Cl.N1C[C@@H](CC1)NC(=O)C1=CN(CCS1)C1=C2C(=NC=C1)NC=C2 (R)-N-(pyrrolidin-3-yl)-4-(1H-pyrrolo[2,3-b]pyridin-4-yl)-3,4-dihydro-2H-1,4-thiazine-6-carboxamide hydrochloride